C1(=CC=CC=C1)NCC(=O)O (phenylamino)acetic acid